CC1=CC(=C(C=C1)B(O)O)C(F)(F)F [4-methyl-2-(trifluoromethyl)phenyl]boronic acid